perfluorohexyl-sulfonamide FC(C(C(C(C(C(F)(F)F)(F)F)(F)F)(F)F)(F)F)(S(=O)(=O)N)F